(2S,4S)-4-fluoro-1-[2-[4-[[2-(trifluoromethyl)-6-quinolyl]amino]-1-piperidyl]acetyl]pyrrolidine-2-carbonitrile F[C@H]1C[C@H](N(C1)C(CN1CCC(CC1)NC=1C=C2C=CC(=NC2=CC1)C(F)(F)F)=O)C#N